FC=1C=C(/C=C/C2=CC=C(N(C)C)C=C2)C=CC1 (E)-4-(3-fluorostyryl)-N,N-dimethylaniline